4-[[tert-butyl(dimethyl)silyl]oxymethyl]-3-fluoropyridine [Si](C)(C)(C(C)(C)C)OCC1=C(C=NC=C1)F